(R)-4-(8-(3-aminopiperidin-1-yl)-3-(2-methyl-2H-indazol-5-yl)imidazo[1,2-a]pyrazin-2-yl)-2-fluorobenzonitrile N[C@H]1CN(CCC1)C=1C=2N(C=CN1)C(=C(N2)C2=CC(=C(C#N)C=C2)F)C2=CC1=CN(N=C1C=C2)C